3-{6-azaspiro[2.5]octane-6-yl}-4-{4-[2-(4,4-Difluoropiperidin-1-yl)-6-methylpyrimidin-4-yl]-1H-imidazol-1-yl}aniline C1CC12CCN(CC2)C=2C=C(N)C=CC2N2C=NC(=C2)C2=NC(=NC(=C2)C)N2CCC(CC2)(F)F